C(C1=CC=CC=C1)N1C2=C(SC(C1)C)C=CC(=C2)NC(=O)NC2=CNC1=CC=C(C=C21)F 1-(4-benzyl-2-methyl-3,4-dihydro-2H-benzo[b][1,4]thiazin-6-yl)-3-(5-fluoro-1H-indol-3-yl)urea